C(C=C)N1N(C2=NC(=NC=C2C1=O)S(=O)C)C1=CC=CC(=N1)O[C@H]1C[C@H](N(CC1)C(=O)OC(C)(C)C)C tert-butyl (2R,4R)-4-((6-(2-allyl-6-(methylsulfinyl)-3-oxo-2,3-dihydro-1H-pyrazolo[3,4-d]pyrimidin-1-yl)pyridin-2-yl)oxy)-2-methylpiperidine-1-carboxylate